C(C=C)(=O)OC(C(=O)O)CC(=O)O.N1=C(C=CC=C1)SSCCC(=O)NCCCCNC(CCSSC1=NC=CC=C1)=O 1,4-bis-(3'-[2-pyridyldithio]-propionamido)butane acryloxysuccinate